C(#N)C1=C(C=C(C=N1)N1C(N(C(C1=O)(C)C)CC(=O)OCC)=O)C(F)(F)F ethyl 2-[3-[6-cyano-5-(trifluoromethyl)pyridin-3-yl]-5,5-dimethyl-2,4-dioxo-imidazolidin-1-yl]acetate